4-(4-chlorophenyl)-1-((1-(2,5-difluorophenyl)-5-((S)-1-hydroxyethyl)-1H-1,2,4-triazol-3-yl)methyl)-3-((S)-3,3,3-trifluoro-2-hydroxypropyl)-1,3-dihydro-2H-imidazol-2-one ClC1=CC=C(C=C1)C=1N(C(N(C1)CC1=NN(C(=N1)[C@H](C)O)C1=C(C=CC(=C1)F)F)=O)C[C@@H](C(F)(F)F)O